(5-bromo-1-methyl-1H-benzo[d]imidazol-2-yl)methanol BrC1=CC2=C(N(C(=N2)CO)C)C=C1